tert-butyl (4-cyanophenyl)((5-cyclohexylpyridin-2-yl)methyl)carbamate C(#N)C1=CC=C(C=C1)N(C(OC(C)(C)C)=O)CC1=NC=C(C=C1)C1CCCCC1